CN1C(N([C@@H](C1)C(=O)OCC1=CC=CC=C1)C(=O)OCC1=CC=CC=C1)=O (S)-Dibenzyl 3-methyl-2-oxoimidazolidine-1,5-dicarboxylate